NC1=NC=2C=C(C=CC2C=2C1=CN(N2)C(C(C)C)O)C2=NNC=C2 (4-amino-7-(1H-pyrazol-3-yl)-2H-pyrazolo[4,3-c]quinolin-2-yl)-2-methylpropan-1-ol